COC=1C=C(C=2N(C1)N=C(C2)C=2N=C1SC(=NN1C2)OC)OCCCC(=O)O 4-((6-methoxy-2-(2-methoxyimidazo[2,1-b][1,3,4]thiadiazol-6-yl)pyrazolo[1,5-a]pyridin-4-yl)oxy)butyric acid